1-(2-(p-toluylamino)phenyl)propan-1-one C1(=CC=C(C=C1)NC1=C(C=CC=C1)C(CC)=O)C